CC=1OC2=C(C1C(=O)OCC)C=C(C(=C2)C)OCC2=C(N=CS2)C ethyl 2,6-dimethyl-5-((4-methylthiazol-5-yl)methoxy)benzofuran-3-carboxylate